FC(C(C(C(C(C(C(C(F)(F)F)(F)F)(F)F)(F)F)(F)F)(F)F)(F)F)(S(=O)(=O)[O-])F.C1(=CC=CC=C1)[S+](C1=CC=CC=C1)C1=CC=CC=C1 triphenylsulfonium perfluoro-n-octanesulfonate